N1N=NN=C1C1=CC=C(C=N1)[C@H]1CC2(CC(C2)(F)F)CCN1CC1=C2C=CNC2=C(C=C1C1CC1)C (R)-6-(6-(1H-tetrazol-5-yl)pyridin-3-yl)-7-((5-cyclopropyl-7-methyl-1H-indol-4-yl)methyl)-2,2-difluoro-7-azaspiro[3.5]nonane